[C@H]12CN(C[C@H](CC1)N2)C2=NC(=NC1=C(C(=CC=C21)C2=CC(=CC1=CC=CC=C21)O)F)OCCCN(C)C 4-(4-((1R,5S)-3,8-diazabicyclo[3.2.1]octan-3-yl)-2-(3-(dimethylamino)propoxy)-8-Fluoroquinazolin-7-yl)naphthalene-2-ol